[C@H](C)(CC)[C@@H]1N(CC2=C(NC1=O)C=CC=C2)C(=O)N(C)CCN(C)C (S)-3-((S)-sec-butyl)-N-(2-(dimethylamino)ethyl)-N-methyl-2-oxo-1,2,3,5-tetrahydro-4H-benzo[e][1,4]diazepine-4-carboxamide